ClC=1C=C(C=CC1)C=1OC(=NN1)C(F)(F)F (3-chlorophenyl)-5-trifluoromethyl-1,3,4-oxadiazole